3-(5-bromo-2,3-dihydroxybenzylidene-amino)benzoic acid BrC=1C=C(C(=C(C=NC=2C=C(C(=O)O)C=CC2)C1)O)O